7-((6-((1S,4S)-2,5-diazabicyclo[2.2.1]heptan-2-yl)-5-methylpyridin-3-yl)methyl)-2-butoxyimidazo[2,1-f][1,2,4]triazin-4-amine [C@@H]12N(C[C@@H](NC1)C2)C2=C(C=C(C=N2)CC2=CN=C1C(=NC(=NN12)OCCCC)N)C